4-(6-Chloro-1-methyl-9H-pyrido[3,4-b]indol-8-yl)-pyridin-2-ylamine ClC=1C=C2C3=C(NC2=C(C1)C1=CC(=NC=C1)N)C(=NC=C3)C